FC(S(=O)(=O)OC1=CC=2C(C3=CC(=CC=C3C(C2C=C1)=O)OS(=O)(=O)C(F)(F)F)(C)C)(F)F 9,9-Dimethyl-10-oxo-9,10-dihydroanthracene-2,7-diyl bis(trifluoromethanesulfonate)